C1(=CC=C(C=C1)NC=1SC=NN1)C N-p-tolyl-1,3,4-thiadiazol-2-amine